Fmoc-Prolinol C(=O)(OCC1C2=CC=CC=C2C2=CC=CC=C12)N1[C@@H](CCC1)CO